FC1=C(C=C(C=C1OC)OC)C1=NC(=C2C=C(N=CC2=C1)N[C@H]1[C@H](COC1)NC(C=C)=O)NCC1OCCC1 N-((3R,4S)-4-((7-(2-fluoro-3,5-dimethoxyphenyl)-5-(((tetrahydrofuran-2-yl)methyl)amino)-2,6-naphthyridin-3-yl)amino)tetrahydrofuran-3-yl)acrylamide